copper zinc iron silicon [Si].[Fe].[Zn].[Cu]